ClC1=CC=C(C=C1)C(OCCCCN1[C@H](CCC1)C)C1=CC=CC=C1 (2S)-1-{4-[(4-chlorophenyl)(phenyl)methoxy]butyl}-2-methylpyrrolidine